C(CCCCCCC\C=C/CCCCCCCC)(=O)OC1=CC=C(C=C1)CC(=O)OCCC1CCN(CC1)CCSSCCN1CCC(CC1)CCOC(CC1=CC=C(C=C1)OC(CCCCCCC\C=C/CCCCCCCC)=O)=O bis[[4-[2-[[4-(oleoyloxy)phenyl]acetoxy]ethyl]piperidino]ethyl]disulfane